C(#N)C=1C=C(C=C(C1N[C@H](CCN(C)C)CCC1=CC=C(C=C1)C(F)(F)F)F)S(=O)(=O)NC(=O)C1(CCCCC1)F (S)-N-((3-cyano-4-((1-(dimethylamino)-5-(4-(trifluoromethyl)phenyl)pentan-3-yl)amino)-5-fluorophenyl)sulfonyl)-1-fluorocyclohexane-1-carboxamide